γ-(3,4-epoxycyclohexyl)propyl-trimethoxysilane C1(CC2C(CC1)O2)CCC[Si](OC)(OC)OC